N1CCC2(CC1)[C@@H](C=1C(=NC=CC1)C2)N[S@@](=O)C(C)(C)C (S)-N-((S)-5,7-dihydrospiro[cyclopenta[b]pyridin-6,4'-piperidin]-5-yl)-2-methylpropane-2-sulfinamide